COC(=O)[C@H]1CN(CC1)C=1C=NC(=CC1)C(F)(F)F 1-(6-Trifluoromethyl-pyridin-3-yl)-3(R)-pyrrolidinecarboxylic acid methyl ester